C=CCCCCCC=CC 1,8-decadiene